COC(C1CCN(CC1)C1=C2CN(C(C2=CC=C1)=O)C1C(NC(CC1)=O)=O)OC 3-(4-(4-(dimethoxymethyl)piperidin-1-yl)-1-oxoisoindolin-2-yl)piperidine-2,6-dione